F[C@@H]1[C@@H](C1)C(=O)NC1=CC=C2C(=N1)NC=C2C=2C=C1C=NNC1=CC2OC (1S,2S)-2-fluoro-N-[3-(6-methoxy-1H-indazol-5-yl)-1H-pyrrolo[2,3-b]pyridin-6-yl]cyclopropane-1-carboxamide